NC1=NC=NN2C1=NC=C2C=2C=C(C=CC2C)S(=O)(=O)N2[C@@H](CCC2)C(C)(C)O (S)-2-(1-((3-(4-Aminoimidazo[2,1-f][1,2,4]triazin-7-yl)-4-methylphenyl)sulfonyl)pyrrolidin-2-yl)propan-2-ol